ClC=1C=C(C=2N(N1)C(=CN2)F)[C@@H]2[C@H](C2)C2=CC=C(C=C2)Cl 6-chloro-8-[(1S,2S)-2-(4-chlorophenyl)cyclopropyl]-3-fluoro-imidazo[1,2-b]pyridazine